1-(2-fluoro-4-methyl-5-(4,4,5,5-tetramethyl-1,3,2-dioxaborolan-2-yl)phenyl)-3-(pyridin-2-yl)urea FC1=C(C=C(C(=C1)C)B1OC(C(O1)(C)C)(C)C)NC(=O)NC1=NC=CC=C1